N1=C(C=CC(=C1)N)N pyridin-2,5-diamine